1-(pyrrolidine-1-yl)propan-1-one N1(CCCC1)C(CC)=O